7-acetyl-3-ethyl-1,6-naphthyridin-2(1H)-one C(C)(=O)C1=NC=C2C=C(C(NC2=C1)=O)CC